C(\C=C\C(=O)[O-])(=O)OC(C)(CC)C1CCCCC1 cyclohexyl-sec-butyl fumarate